BrC1=NN(C(=C1C(N)=O)NCCN1CCOCC1)[C@@H]1CN(CC1)C(=O)OC(C)(C)C tert-butyl (3S)-3-(3-bromo-4-carbamoyl-5-[[2-(morpholin-4-yl)-ethyl]amino]pyrazol-1-yl)pyrrolidine-1-carboxylate